FC=1C=CC(=NC1)[C@H](C)C1=NC=2C(=NC(=CC2)N)N1C1=CC(=NN1)OC(C)C [(1S)-1-(5-fluoropyridin-2-yl)ethyl]-3-(3-propan-2-yloxy-1H-pyrazol-5-yl)imidazo[4,5-b]pyridin-5-amine